O=C1NC(CCC1NC(=O)C=1N=NC(=CC1)N1CCN(CC1)CC1CCNCC1)=O N-(2,6-dioxo-3-piperidinyl)-6-[4-(4-piperidinylmethyl)piperazin-1-yl]pyridazin-3-carboxamide